COC1=C(C=CC(=C1)B1OC(C(O1)(C)C)(C)C)[C@H](C)NS(=O)C(C)(C)C N-[(1S)-1-[2-methoxy-4-(4,4,5,5-tetramethyl-1,3,2-dioxaborolan-2-yl)phenyl]ethyl]-2-methyl-propane-2-sulfinamide